N-ethyl-2-(1-ethyl-hydroxy-2-nitrosohydrazino)-ethanamine C(C)NCCN(N(N=O)O)CC